C(C=C)NC1=CC(=C(C(=O)OC)C=C1Br)OC methyl 4-(allylamino)-5-bromo-2-methoxybenzoate